5-methyl-2-[(4-methyl-1H-imidazol-5-yl)methyl]-2,3,4,5-tetrahydro-1H-pyrido[4,3-b]indol-1-one CN1C2=C(C=3C=CC=CC13)C(N(CC2)CC2=C(N=CN2)C)=O